CO[Si](CCCN(C1(NNC=N1)C(CC)[Si](OC)(OC)OC)CCC[Si](OC)(OC)OC)(OC)OC 3-(trimethoxysilyl)-N-(3-(trimethoxysilyl)propyl)-N-(3-(1-(trimethoxysilyl)propyl)-1H-1,2,4-triazol-3-yl)propan-1-amine